C(CC(C)C)OC([C@@H](N)C)=O L-alanine isoamyl ester